FC1=C(CS)C(=C(C(=C1F)F)F)F 2,3,4,5,6-pentafluorobenzyl mercaptan